CC1=NC(=NC=C1)[C@H]1[C@@H](C1)C1=NC2=CC=CC=C2C(=C1)N1CCOCC1 2-((1R,2R)-2-(4-methylpyrimidin-2-yl)cyclopropyl)-4-morpholinoquinolin